C1(CC1)C(=O)C=1N=C2N(N1)C(CC2F)C2=CC(=CC(=C2)C(F)(F)F)F cyclopropyl-[7-fluoro-5-[3-fluoro-5-(trifluoromethyl)phenyl]-6,7-dihydro-5H-pyrrolo[1,2-b][1,2,4]triazol-2-yl]methanone